COC1=CC=C(C=2SC(=CC21)C(=O)N(CC=2OC(=CC2)C)CCC(=O)NC)C2=CN(C(C=C2)=O)C 4-methoxy-7-(1-methyl-6-oxo-1,6-dihydropyridin-3-yl)-N-(3-(methylamino)-3-oxopropyl)-N-((5-methylfuran-2-yl)methyl)benzo[b]thiophene-2-carboxamide